C(C)(=O)OCC#N acetic acid, cyanomethyl ester